CCC(=O)/C=C/C1=C(CCCC1(C)C)C METHYL-BETA-IONONE